CCCCCC/C=C/CCCC/C=C\\CCCC(=O)SCCNC(=O)CCNC(=O)[C@@H](C(C)(C)COP(=O)([O-])OP(=O)([O-])OC[C@@H]1[C@H]([C@H]([C@@H](O1)N2C=NC3=C(N=CN=C32)N)O)OP(=O)([O-])[O-])O The molecule is an octadecadienoyl-CoA(4-) arising from deprotonation of the phosphate and diphosphate OH groups of (5Z,11E)-octadecadienoyl-CoA; major species at pH 7.3. It is a conjugate base of a (5Z,11E)-octadecadienoyl-CoA.